C1(CC1)C=1C2=C(N(N1)CC(=O)O)C([C@H]1[C@@H]2C1)(F)F 2-((3bS,4aR)-3-cyclopropyl-5,5-difluoro-3b,4,4a,5-tetrahydro-1H-cyclopropa[3,4]cyclopenta[1,2-c]pyrazol-1-yl)acetic acid